OCC(CO)(CC)CO 2,2-dihydroxymethyl-1-butanol